C1(CC1)C(=O)NC1=CC=C(C(=O)NNC(=O)C2C(CCCC2)C(=O)O)C=C1 2-(2-(4-(cyclopropanecarboxamido)benzoyl)hydrazine-1-carbonyl)cyclohexane-1-carboxylic acid